(2,3-dihydroxypropyl)propanediamine OC(CC(CC)(N)N)CO